N-(4-amino-1H-pyrazolo[4,3-c]pyridin-7-yl)-N'-ethyl-N'-[1-[2-methyl-4-(1,1,2,2,2-pentafluoroethyl)phenyl]ethyl]oxamide NC1=NC=C(C2=C1C=NN2)NC(=O)C(=O)N(C(C)C2=C(C=C(C=C2)C(C(F)(F)F)(F)F)C)CC